propane-1,2-diyl ditetradecanoate dihydrochloride Cl.Cl.C(CCCCCCCCCCCCC)(=O)OCC(C)OC(CCCCCCCCCCCCC)=O